7-(3-(aminomethyl)pyrrolidine-1-carbonyl)-4-(o-tolyl)-2H-chromen-2-one hydrochloride Cl.NCC1CN(CC1)C(=O)C1=CC=C2C(=CC(OC2=C1)=O)C1=C(C=CC=C1)C